C1[C@H]([C@@H]([C@H]([C@@H]([C@H]1N)O[C@@H]2[C@@H](CC(=O)[C@H](O2)CO)N)O)O)N The molecule is an aminoglycoside that is 4alpha,6alpha-diaminocyclohexane-1beta,2alpha,3beta-triol in which the pro-R hydroxy group has been converted into its 2-amino-2,3-dideoxy-alpha-D-erythro-hexopyranosid-4-ulose derivative. It has a role as a bacterial xenobiotic metabolite. It is an aminoglycoside, a primary amino compound and a triamine. It derives from a 2-deoxystreptamine.